BrC=1N(C(N(C1)CCCCCCCC)C)C Bromo-1-octyl-2,3-dimethyl-imidazole